ClC1=NC=C(C(=N1)C=1N(C2=C(C=CC=C2C1)[N+](=O)[O-])S(=O)(=O)C1=CC=C(C)C=C1)F (2-chloro-5-fluoropyrimidin-4-yl)-7-nitro-1-tosyl-1H-indole